(R)-oxirane O1CC1